ClC1=C(C=CC=C1)C=1N=C(SC1)C=1C(=NC=C(C1)N1CCC(CC1)CCO)C(=O)N (4-(2-chlorophenyl)thiazol-2-yl)-5-(4-(2-hydroxyethyl)piperidin-1-yl)picolinamide